dimethylpiperidinium C[N+]1(CCCCC1)C